methyl 2-(2-bromobenzo[b]thiophen-4-yl)acetate BrC1=CC2=C(S1)C=CC=C2CC(=O)OC